ClC1=CC=C(C=N1)CN1\C(\C=CC=C1)=N/C(C(F)F)=O (Z)-N-[1-[(6-chloro-3-pyridyl)methyl]-2-pyridylidene]-2,2-di-fluoro-acetamide